FC1=CC=C(C=C1)C1(CC1)C=O (4-fluorophenyl)cyclopropane-1-carbaldehyde